C(C)C1=C(C=NC=C1)C1CN(C1)C(=O)OC(C)(C)C tert-butyl 3-(4-ethylpyridin-3-yl)azetidine-1-carboxylate